N1=C(CC(C2=CC=CC=C12)=O)C(=O)[O-] quinolin-4-onecarboxylate